COC1=NN2C=3C(CCN(C3C=NC2=C1)C(=O)OC(C)(C)C)C(=O)OCC 10-tert-butyl 13-ethyl 4-methoxy-2,3,7,10-tetra-azatricyclo[7.4.0.02,6]trideca-1(9),3,5,7-tetraene-10,13-dicarboxylate